OC1=C(C=C(C=C1)O)S(=O)(=O)O 2,5-dihydroxyl-benzenesulfonic acid